OC=1N(C(=NN1)C1=C(C=C(C(=C1)C(C)C)O)O)C1=CC=C(C=C1)CN1CCNCC1 4-{5-hydroxy-4-[4-(piperazin-1-ylmethyl)phenyl]-1,2,4-triazol-3-yl}-6-isopropylbenzene-1,3-diol